O=C1CCC(CC1)(C#N)C1=NC=CC=C1 4-oxo-1-(pyridin-2-yl)cyclohexanecarbonitrile